C(C)(C)(C)OC(CCCCCCCC(=O)N1CCC(CC1)C1=CC=C(C=C1)NC1C(NC(CC1)=O)=O)=O.C(C1=CC=CC=C1)N1CCC2(CC1)CN(C1=CC=CC=C12)S(=O)(=O)C=1C=C2COCC2=CC1 benzyl-1-((1,3-dihydroisobenzofuran-5-yl)sulfonyl)spiro[indoline-3,4'-piperidine] tert-butyl-9-[4-[4-[(2,6-dioxo-3-piperidyl)amino]phenyl]-1-piperidyl]-9-oxo-nonanoate